FC(OC1=C(C=C(C(=C1)N(C)CCN(C)C)N)NC1=NC=CC(=N1)N1CC(C2=NC(=CC=C21)C)(C)C)F 5-(difluoromethoxy)-N1-(2-(dimethylamino)ethyl)-N1-methyl-N4-(4-(3,3,5-trimethyl-2,3-dihydro-1H-pyrrolo[3,2-b]pyridin-1-yl)pyrimidin-2-yl)benzene-1,2,4-triamine